5H-pyrrolo[2,3-b]Pyrazine-2-carboxylic acid N1=C2C(=NC=C1C(=O)O)NC=C2